(E)-3-(5-methyl-2,6-dioxo-1,2,3,6-tetrahydropyrimidin-4-yl)-N-propylacrylamide CC1=C(NC(NC1=O)=O)/C=C/C(=O)NCCC